Acetic acid-2-naphthyl ester (naphthalen-2-yl acetate) C1=C(C=CC2=CC=CC=C12)CC(=O)O.C1=C(C=CC2=CC=CC=C12)OC(C)=O